isopropyl 3-methoxy-α-cyanocinnamate COC=1C=C(C=C(C(=O)OC(C)C)C#N)C=CC1